3-bromopropyl thioacetate C(C)(=S)OCCCBr